C(C)OC(=O)[C@@]1(C[C@H](CCC1)O)C trans-3-hydroxy-1-methylcyclohexanecarboxylic acid ethyl ester